trifluoromethanesulfonic acid 1-(4-methoxybenzyl)-6-methyl-1H-pyrazolo[3,4-b]Pyridin-4-yl ester COC1=CC=C(CN2N=CC=3C2=NC(=CC3OS(=O)(=O)C(F)(F)F)C)C=C1